tert-butyl N-[2-[2-[2-[2-[2-[2-[2-[2-[2-(3-amino-5-chloro-phenyl)ethoxy]ethoxy]ethoxy]ethoxy]ethoxy]ethoxy]ethoxy] ethoxy]ethyl]-N-methyl-carbamate NC=1C=C(C=C(C1)Cl)CCOCCOCCOCCOCCOCCOCCOCCOCCN(C(OC(C)(C)C)=O)C